C(C)S(=O)(=O)C=1C=C(C=NC1C1=NC=C2N1C=CC=C2OCC(C(F)(F)F)(F)F)C(C#N)(C)C 2-[5-ethylsulfonyl-6-[8-(2,2,3,3,3-penta-fluoropropoxy)imidazo[1,5-a]pyridin-3-yl]-3-pyridyl]-2-methyl-propanenitrile